C12(C(C3(CC(C(C(C1)(C3)C(=O)Cl)=O)(C2)C(=O)Cl)C(=O)Cl)=O)C(=O)Cl adamantane-2,6-dione-1,3,5,7-tetracarbonyl chloride